N-[[(2RS)-1-ethylpyrrolidin-2-yl]methyl]-2-hydroxy-5-aminosulfonylbenzamide C(C)N1[C@H](CCC1)CNC(C1=C(C=CC(=C1)S(=O)(=O)N)O)=O |r|